ClC1=C(C=CC(=C1)CNCCC=1NC(=NN1)CCNC1=NC2=C(C3=CN=CC=C13)C=CC(=C2)C(=O)N)C2=CC=CC=C2 5-((2-(5-(2-(((2-Chloro-[1,1'-biphenyl]-4-yl)methyl)amino)ethyl)-4H-1,2,4-triazol-3-yl)ethyl)amino)benzo[c][2,6]naphthyridine-8-carboxamide